[Cu].[Si].[Mn] manganese-silicon-copper